6-chloro-2-isopropylquinazolin-4(3H)-one ClC=1C=C2C(NC(=NC2=CC1)C(C)C)=O